2,6-dimethoxy-N-(5-(thiazol-2-yloxy)-3,4-dihydro-2H-chromeno[8,7-d]isoxazol-9-yl)benzenesulfonamide COC1=C(C(=CC=C1)OC)S(=O)(=O)NC1=NOC=2C1=C1OCCCC1=C(C2)OC=2SC=CN2